N-(pyrazin-2-yl)-N-({5-[5-(trifluoromethyl)-1,3,4-oxadiazol-2-yl]-1,3-thiazol-2-yl}methyl)ethane-1-sulfonamide N1=C(C=NC=C1)N(S(=O)(=O)CC)CC=1SC(=CN1)C=1OC(=NN1)C(F)(F)F